1-fluoro-N-(4-(thiazol-4-yl)phenyl)-6,7,8,9-tetrahydro-5H-5,8-epiminocyclohepta[c]-pyridine-10-carboxamide FC1=NC=CC2=C1CC1CCC2N1C(=O)NC1=CC=C(C=C1)C=1N=CSC1